3-(2-(5-Hydroxyindol-3-yl)-5-oxo-2-pyrrolin-4-ylidene)-2-indolinone OC=1C=C2C(=CNC2=CC1)C=1NC(C(C1)=C1C(NC2=CC=CC=C12)=O)=O